2-methylacrylic acid 2-[(2-dimethylamino-ethyl)-methylamino]-ethyl ester CN(CCN(CCOC(C(=C)C)=O)C)C